5-bromo-1-isopentyl-2(1H)-pyridone BrC=1C=CC(N(C1)CCC(C)C)=O